21-chloro-pregna-4,9(11),16(17)-triene-3,20-dione ClCC(C1=CC[C@H]2[C@@H]3CCC4=CC(CC[C@]4(C)C3=CC[C@]12C)=O)=O